C(C)N(C(COC1=CC=C(C=C1)C)=O)CC=1SC=CC1 N-Ethyl-N-(thiophen-2-ylmethyl)-2-(p-tolyloxy)acetamid